ClC=1C=C(C(=C(C1)O)C1=CC2=C(N=N1)N(CCC2)[C@H]2CN(CCC2)C)C (R)-5-chloro-3-methyl-2-(8-(1-methylpiperidin-3-yl)-5,6,7,8-tetrahydropyrido[2,3-c]pyridazin-3-yl)phenol